phenyl-(2,4,6-trimethyl-benzoyl)phosphonic acid sodium salt [Na+].C1(=CC=CC=C1)OP([O-])(=O)C(C1=C(C=C(C=C1C)C)C)=O